((2R,3R,4R,5R,6R)-6-((3S,4R)-3-(24-(3-fluorobicyclo[1.1.1]pentan-1-yl)tetracosanamido)-4-hydroxynonadecyl)-3,4,5-trihydroxytetrahydro-2H-pyran-2-yl)methyl 3-phenylpropanoate C1(=CC=CC=C1)CCC(=O)OC[C@H]1O[C@@H]([C@@H]([C@H]([C@H]1O)O)O)CC[C@@H]([C@@H](CCCCCCCCCCCCCCC)O)NC(CCCCCCCCCCCCCCCCCCCCCCCC12CC(C1)(C2)F)=O